C(C)OC(=O)C1=NC(=NC(=C1N)C1=C2C=NN(C2=CC=C1C)C1OCCCC1)C=1C(=NC(=CC1)Cl)NC1=NC=CC=C1C 5-amino-2-[6-chloro-2-[(3-methyl-2-pyridinyl)amino]-3-pyridinyl]-6-(5-methyl-1-tetrahydropyran-2-yl-indazol-4-yl)pyrimidine-4-carboxylic acid ethyl ester